N-((1r,4r)-4-((5-(imidazo[1,2-a]pyridin-6-yl)-7H-pyrrolo[2,3-d]pyrimidin-2-yl)amino)cyclohexyl)acetamide N=1C=CN2C1C=CC(=C2)C2=CNC=1N=C(N=CC12)NC1CCC(CC1)NC(C)=O